FC=1C(=CC2=C(NC(OC2)=O)C1F)[C@H](CN1C[C@@H]2[C@](C1)(C[C@H](C2)OC2=CC=CC=C2)O)O 7,8-difluoro-6-((R)-1-hydroxy-2-((3as,5s,6ar)-3a-hydroxy-5-phenoxyhexahydrocyclopenta[c]pyrrol-2(1H)-yl)ethyl)-1,4-dihydro-2H-benzo[d][1,3]oxazin-2-one